CN1C=2C=CC=3N(N=C(C4=CN=C(C5=CN=C(NC6=CC=CC(OCCCC1=O)=N6)C=C45)NC)N3)C2 9-methyl-25-(methylamino)-14-oxa-3,4,9,20,22,26,30,32-octazahexacyclo[19.6.2.12,5.14,8.115,19.024,28]dotriaconta-1(27),2,5(32),6,8(31),15(30),16,18,21,23,25,28-dodecaen-10-one